ethyl {[(2,6-dioxocyclohexylidene)methyl]amino}acetate O=C1C(C(CCC1)=O)=CNCC(=O)OCC